O=C1NC(CCC1N1C(C2=CC=C(C=C2C1=O)N1CCN(CC1)C(CCC1=C(NC2=NC=CC=C21)C2=C(C=C(C=C2)C)C2=CC=CC=C2)=O)=O)=O 2-(2,6-dioxopiperidin-3-yl)-5-(4-(3-(2-(5-methyl-[1,1'-biphenyl]-2-yl)-1H-pyrrolo[2,3-b]pyridin-3-yl)propionyl)piperazin-1-yl)isoindoline-1,3-dione